(Phenylmethylamino)-4-(1-methyl-1H-pyrrolo[2,3-b]pyridin-4-yl)-1-oxo-1,3-dihydro-2H-pyrrolo[3,4-c]pyridine-2-carboxylic acid tert-butyl ester C(C)(C)(C)OC(=O)N1C(C=2C(=NC=CC2C1=O)C1=C2C(=NC=C1)N(C=C2)C)NCC2=CC=CC=C2